ClC1=C(C(=O)N(C(COC)=O)C2CC2)C=C(C=C1)C=1C=NN(C1)C=1N(N=C(C1OC(F)F)C(C(F)(F)F)(C(F)(F)F)F)C 2-chloro-N-cyclopropyl-5-[1-[4-(difluoromethoxy)-2-methyl-5-[1,2,2,2-tetrafluoro-1-(trifluoromethyl)ethyl]pyrazol-3-yl]pyrazol-4-yl]-N-(2-methoxyacetyl)benzamide